5-(3,4,5-trimethoxyphenyl)-[1,2,4]triazolo[1,5-c]pyrimidin-2-amine COC=1C=C(C=C(C1OC)OC)C1=NC=CC=2N1N=C(N2)N